1,3,8-decenetriol C(=CC(CCCCC(CC)O)O)O